secbutyl methyl ketone CC(=O)C(C)CC